FC(N1N=C(C=C1)C(C)(C)NC1=NC(=NC(=N1)N)C1=CC(=C2C=NNC2=C1)F)F N2-[1-[1-(difluoromethyl)pyrazol-3-yl]-1-methyl-ethyl]-6-(4-fluoro-1H-indazol-6-yl)-1,3,5-triazine-2,4-diamine